C(CCC)(=O)OC(CC)CCCCC 3-Octyl butyrate